2-(2,6-dioxopiperidin-3-yl)-5-(2-(4-(6-(6-((R)-2-(3-fluorophenyl)pyrrolidin-1-yl)imidazo[1,2-b]pyridazin-3-yl)pyridin-2-yl)piperazin-1-yl)ethoxy)isoindoline-1,3-dione O=C1NC(CCC1N1C(C2=CC=C(C=C2C1=O)OCCN1CCN(CC1)C1=NC(=CC=C1)C1=CN=C2N1N=C(C=C2)N2[C@H](CCC2)C2=CC(=CC=C2)F)=O)=O